C(C=C)(=O)OC[Si](OCC)(C)C acryloxymethyl-dimethyl-ethoxysilane